trans-N1-(5-(1-(2,2-difluoroethyl)-2-methyl-1H-imidazo[4,5-b]pyridin-6-yl)pyrrolo[2,1-f][1,2,4]triazin-2-yl)-N3,N3-dimethylcyclobutane-1,3-diamine FC(CN1C(=NC2=NC=C(C=C21)C=2C=CN1N=C(N=CC12)N[C@@H]1C[C@H](C1)N(C)C)C)F